O1C(C1)=COC=1C=C(C=O)C=CC1 3-(oxiranyl-2-yl-methoxyl)benzaldehyde